4-[3-(2,6-Dichloro-4-piperidin-4-yloxy-benzoyl)-2,4-dihydro-1,3-benzoxazin-8-yl]-2-morpholin-4-ylbenzoic acid hydrochloride Cl.ClC1=C(C(=O)N2COC3=C(C2)C=CC=C3C3=CC(=C(C(=O)O)C=C3)N3CCOCC3)C(=CC(=C1)OC1CCNCC1)Cl